C(C)(C)(C)OC(=O)N1CC=2N(C=3N=CN=C(C3N2)N)CC1 4-Amino-8,9-dihydropyrazino[1,2-e]purine-7(6H)-carboxylic acid tert-butyl ester